FC=1C=CC(=NC1)CC1CC2(CN(C2)C(=O)N2CC3(C2)CC(C3)N3N=C(N=C3)C3(CC3)O)C1 [6-[(5-fluoro-2-pyridinyl)methyl]-2-azaspiro[3.3]heptan-2-yl]-[6-[3-(1-hydroxycyclopropyl)-1,2,4-triazol-1-yl]-2-azaspiro[3.3]heptan-2-yl]methanone